1-(azetidin-3-yl)-N-cyclopropyl-1H-pyrazole-3-carboxamide N1CC(C1)N1N=C(C=C1)C(=O)NC1CC1